ClC1=NC=C(C(=C1)I)C 2-Chloro-4-iodo-5-methylpyridine